C(C)OC(=O)C=1N(C2=CC(=C(C=C2C1)O)O)C(C)=O N-acetyl-5,6-dihydroxyindole-2-carboxylic acid ethyl ester